[Si](C)(C)(C(C)(C)C)OCC(C(N)=NO)C(C1=CC=CC=C1)C1=CC=CC=C1 2-(((tert-butyldimethylsilyl)oxy)methyl)-N'-hydroxy-3,3-diphenylpropanimidamide